(1R,4R,7R)-2-{2-[1-(cyclopropylmethyl)-6-(3,5-dimethyl-1,2-oxazol-4-yl)-1H-indol-2-yl]-7-methoxy-1-methyl-1H-1,3-benzodiazole-5-carbonyl}-2-azabicyclo[2.2.1]heptan-7-amine C1(CC1)CN1C(=CC2=CC=C(C=C12)C=1C(=NOC1C)C)C1=NC2=C(N1C)C(=CC(=C2)C(=O)N2[C@@H]1CC[C@H](C2)[C@H]1N)OC